OC(CCCCCCCCCCCCC(=O)O)CCCCCCCCCCCCC(=O)O.CC1=C(C2=CC=CC=C2C(=C1C)OCC(CCCC)CC)OCC(CCCC)CC 2,3-dimethyl-1,4-bis(2-ethylhexyloxy)naphthalene 2-hydroxypropane-1,3-diyl-didodecanoate